tetramethyl-1,4-dicyanobenzene CC1=C(C(=C(C(=C1C#N)C)C)C#N)C